FC(C=1C=C(C=C(C1)C(F)(F)F)N(C(=O)N([C@H]1[C@@H](CN(CC1)C(=O)[C@@H]1N(CCCC1)C(=O)OC(C)(C)C)C1=CC=C(C=C1)F)C)C)(F)F tert-butyl (2R)-2-{[(3R,4R)-4-[{[3,5-bis(trifluoromethyl)phenyl](methyl)carbamoyl}(methyl)amino]-3-(4-fluorophenyl)piperidin-1-yl]carbonyl}piperidine-1-carboxylate